N-(cyclopropylaminothiocarbonyl)-2-(2-fluoropyridin-4-yl)-2-(4-(trifluoromethyl)pyridin-2-yl)acetamide C1(CC1)NC(=S)NC(C(C1=NC=CC(=C1)C(F)(F)F)C1=CC(=NC=C1)F)=O